1-(Perfluorohexyl)-2-iodopropane FC(C(C(C(C(C(F)(F)F)(F)F)(F)F)(F)F)(F)F)(CC(C)I)F